C1=CC(=CC=2OC3=C(C21)C=CC(=C3)C(=O)Cl)C(=O)Cl dibenzo[b,d]furan-3,7-dicarbonyl dichloride